FC1=CC=C(C=C1)OC(N[C@@H]1C[C@@H](C1)NC1=NC=2N([C@H](C(NC2C(=N1)C)=O)C)C)=O (cis-3-(((S)-4,7,8-trimethyl-6-oxo-5,6,7,8-tetrahydropteridin-2-yl)amino)cyclobutyl)carbamic acid 4-fluorophenyl ester